COC1=C(C(=CC(=C1)C=C[N+](=O)[O-])OC)SCCCC(C)C (2,6-dimethoxy-4-(2-nitrovinyl)phenyl)(4-methylpentyl)sulfane